(9H-fluoren-9-yl)methyl (1-((2,2-diethoxy ethyl)(4-methoxybenzyl)amino)-1-oxopropan-2-yl)carbamate C(C)OC(CN(C(C(C)NC(OCC1C2=CC=CC=C2C=2C=CC=CC12)=O)=O)CC1=CC=C(C=C1)OC)OCC